3-(Hydroxymethyl)-2-oxa-9-azaspiro[5.5]undecane-9-carboxylic acid tert-butyl ester C(C)(C)(C)OC(=O)N1CCC2(CCC(OC2)CO)CC1